C(#N)C1=CN=C2N1C(=CC(=C2)C=2N=NN(C2C)C2CCN(CC2)C(=O)OC(C)(C)C)OC(C2(CC2)C(F)(F)F)C2=NC=C(C=C2)F tert-Butyl 4-[4-[3-cyano-5-[(5-fluoro-2-pyridyl)-[1-(trifluoromethyl)cyclopropyl] methoxy]imidazo[1,2-a]pyridin-7-yl]-5-methyl-triazol-1-yl]piperidine-1-carboxylate